1-Methyl-pyrrolidine-2-carboxylic acid (1-pyrido[2,3-b]pyrazin-8-yl-piperidin-4-ylmethyl)-amide N1=C2C(=NC=C1)N=CC=C2N2CCC(CC2)CNC(=O)C2N(CCC2)C